5-chloro-2-(4,4-difluoroazepan-1-yl)-N-(4-fluoro-3-(N'-hydroxyamidino)phenyl)-6-methylnicotinamide ClC=1C(=NC(=C(C(=O)NC2=CC(=C(C=C2)F)C(N)=NO)C1)N1CCC(CCC1)(F)F)C